N[C@@H](CCC(=O)[O-])C(=O)[O-].[K+].[K+] Kalium glutamat